9H-xanthene-9-one C1=CC=CC=2OC3=CC=CC=C3C(C12)=O